C(C(=C)C)(=O)OCCNC(C)(C)C [2-(tertiary-butylamino) ethyl] methacrylate